C1(CC1)CN1C(=CC=2C1=NC(=CC2)C2CCOCC2)C(=O)OCC ethyl 1-(cyclopropylmethyl)-6-(oxacyclohex-4-yl)-1H-pyrrolo[2,3-b]pyridine-2-carboxylate